C1=CC=CC=2C3=CC=CC=C3C3=C(C12)CC=1C=CC=CC13 13H-indeno[1,2-l]phenanthrene